N1N=NC(=C1)[C@H]1CN(CCC1)C(=O)OC(C)(C)C tert-Butyl (R)-3-(1H-1,2,3-triazol-4-yl)piperidine-1-carboxylate